NC=1C=C(C=C(C1)C(F)(F)F)[C@@H](C)NC=1C2=C(N=C(N1)C)N=C(C(=C2)C2=CC=NC=C2)N(C)C (R)-N4-(1-(3-amino-5-(trifluoromethyl)phenyl)ethyl)-N7,N7,2-trimethyl-6-(pyridin-4-yl)pyrido[2,3-d]pyrimidine-4,7-diamine